FC(C1=CC(=NC=C1)N1CCN(CC1)S(=O)(=O)C1=CC=C(CNC(CC)=O)C=C1)(F)F N-(4-((4-(4-(trifluoromethyl)pyridin-2-yl)piperazin-1-yl)sulfonyl)benzyl)propanamide